COC1=C(C(=C(C(=C1C)OC)[N+](=O)[O-])C1=CC(=CC=C1)OC)O 3,3',5-trimethoxy-4-methyl-6-nitro-[1,1'-biphenyl]-2-ol